(2-(1,2-dimethylpiperidin-3-yl)thieno[2,3-B]pyridin-4-yl)benzo[d]thiazol-5-amine CN1C(C(CCC1)C1=CC=2C(=NC=CC2C=2SC3=C(N2)C=C(C=C3)N)S1)C